bis(2-(2-mercaptoethyl) thioethyl) disulfide SCCSCCSSCCSCCS